{2-[9-(5-fluoro-pyridin-2-yl)-6-oxa-spiro[4.5]decan-9-yl]-ethyl}-((3-difluoromethoxythiophene-2-yl)-methyl)-amine FC=1C=CC(=NC1)C1(CCOC2(CCCC2)C1)CCNCC=1SC=CC1OC(F)F